NC1=NN(C(=N1)NCCCN(CCCCCCCC(=O)OC(CCCCCCCC)CCCCCCCC)CCCCCCCC(OC(CC)CCCCCCCC)=O)C Heptadecan-9-yl 8-((3-((3-amino-1-methyl-1H-1,2,4-triazol-5-yl)amino)propyl)(8-oxo-8-(undecan-3-yloxy)octyl)amino)octanoate